2-(3-((Z)-((1R,5S)-1,5-dimethyl-8-azabicyclo[3.2.1]octan-3-ylidene)methyl)-1,2,4-triazin-6-yl)-5-(1H-imidazol-1-yl)phenol C[C@]12CC(C[C@](CC1)(N2)C)=CC=2N=NC(=CN2)C2=C(C=C(C=C2)N2C=NC=C2)O